8-(2,3-Dihydro-1H-inden-4-yl)-9-(4-((1-(3-fluoropropyl)azetidin-3-yliden)methyl)phenyl)-6,7-dihydro-5H-benzo[7]annulen C1CCC2=C(C=CC=C12)C=1CCCC2=C(C1C1=CC=C(C=C1)C=C1CN(C1)CCCF)C=CC=C2